NC1CN(CCC1)C=1C=C2C(=NC=NC2=CC1)N 6-(3-aminopiperidin-1-yl)quinazolin-4-amine